NC1=NC=NN2C1=C(C=C2C=2C(=CC(=C(C(=O)N[C@@H]1CN(C[C@@H]1F)C(C(C)(C)O)=O)C2)F)F)C(F)(F)F 5-[4-amino-5-(trifluoromethyl)pyrrolo[2,1-f][1,2,4]triazin-7-yl]-2,4-difluoro-N-[(3R,4S)-4-fluoro-1-(2-hydroxy-2-methylpropanoyl)pyrrolidin-3-yl]benzamide